O(C1=CC=CC=C1)CC(=O)OCC=C PROP-2-ENYL 2-(PHENOXY)ACETATE